(3R,4R,5S)-4-acetylamino-3-(pent-3-yloxy)-5-(((3-(p-tolyl)isoxazol-5-yl)methyl)amino)cyclohex-1-ene-1-carboxylic acid C(C)(=O)N[C@H]1[C@@H](C=C(C[C@@H]1NCC1=CC(=NO1)C1=CC=C(C=C1)C)C(=O)O)OC(CC)CC